ClC=1N=CC(=NC1)C(O)C1CC1 (5-chloropyrazin-2-yl)-cyclopropyl-methanol